10-(2,5-dihydroxynaphthyl)-9,10-dihydro-9-oxa-10-phosphaphenanthrene-10-oxide OC1=C(C2=CC=CC(=C2C=C1)O)P1(OC2=CC=CC=C2C=2C=CC=CC12)=O